[Cu].[Cd] cadmium-copper